(+/-)-trans-3-fluoropiperidine-4-ol hydrochloride Cl.F[C@@H]1CNCC[C@H]1O |r|